tert-butyl 2-[1-(2,6-difluoro-4-nitro-phenyl)-4-hydroxy-4-piperidyl]acetate FC1=C(C(=CC(=C1)[N+](=O)[O-])F)N1CCC(CC1)(O)CC(=O)OC(C)(C)C